ClC=1C(=CC2=C(C[C@@](O2)([C@H]2NCCC2)C2=CC=CC=C2)C1C=1C(=CC2=C(OCC=3N2C(=NN3)C)C1F)C(=O)N)F (S)-7-((S)-5-Chloro-6-fluoro-2-phenyl-2-((S)-pyrrolidin-2-yl)-2,3-dihydrobenzofuran-4-yl)-6-fluoro-1-methyl-4H-benzo[b][1,2,4]triazolo[4,3-d][1,4]oxazine-8-carboxamide